CC(CC(=O)N1CCN(CC1)C1=CC=C(C=C1)C=1C=2N(C=C(C1)C=1N=CN(C1)C)N=CC2C#N)(C)C 4-(4-(4-(3,3-dimethylbutyryl)piperazin-1-yl)phenyl)-6-(1-methyl-1H-imidazol-4-yl)pyrazolo[1,5-a]pyridine-3-carbonitrile